ClC1=C2C(CNCC2=CC(=C1)OC)O 5-chloro-7-methoxy-1,2,3,4-tetrahydroisoquinolin-4-ol